tert-butyl 4-amino-3-bromophenyl(cyclohexylmethyl)carbamate NC1=C(C=C(C=C1)N(C(OC(C)(C)C)=O)CC1CCCCC1)Br